F[C@]1(CN(C[C@@H]([C@@H]1O)F)C1=NC=CC(=N1)NC=1N=CC2=C(C=CC=C2C1)N1[C@@H]([C@H](C1)CS(=O)(=O)C)C)C (3S,4S,5S)-3,5-difluoro-1-[4-({8-[(2R,3S)-3-(methanesulfonylmeth-yl)-2-methylazetidin-1-yl]isoquinolin-3-yl}amino)pyrimidin-2-yl]-3-methylpiperidin-4-ol